ClC=1C=C(C=C(C1)F)C=1N(N=C2[C@H](N(CCC21)C(=O)C=2C=C1N=CC=NC1=CC2)C)C |r| racemic-(3-(3-chloro-5-fluorophenyl)-2,7-dimethyl-2,4,5,7-tetrahydro-6H-pyrazolo[3,4-c]pyridin-6-yl)(quinoxalin-6-yl)methanone